ClC=1C(=NC(=NC1)NC1=C(C=C(C=C1)N1CCC(CC1)NCCCCCNC1=C2C(N(C(C2=CC=C1)=O)C1C(NC(CC1)=O)=O)=O)OC)NC1=C(C=CC=C1)P(=O)(OC)OC 4-((5-((1-(4-((5-chloro-4-((2-(dimethylphosphono)phenyl)amino)pyrimidin-2-yl)amino)-3-methoxyphenyl)piperidin-4-yl)amino)pentyl)amino)-2-(2,6-dioxopiperidin-3-yl)isoindolin-1,3-dione